(ALPHAS)-ALPHA-HYDROXY-CYCLOBUTANEPROPANOIC ACID OC(C(=O)O)CC1CCC1